ClC=1C=C(C=CC1Cl)C=1N(C(=CC(C1C(=O)O)=O)CN1N=C(C=C1)COC)CC 2-(3,4-dichlorophenyl)-1-ethyl-6-[[3-(methoxymethyl)pyrazol-1-yl]methyl]-4-oxo-pyridine-3-carboxylic acid